(3,5-difluorophenyl)pentanoic acid FC=1C=C(C=C(C1)F)C(C(=O)O)CCC